FC1=C(C=CC(=C1)OC1=NC=CC(=C1)C(F)(F)F)CCN {2-[2-fluoro-4-(4-trifluoromethylpyridin-2-yloxy)phenyl]ethyl}amine